tert-Butyl 4-(4-formyl-3-methoxycarbonylphenyl)-3,6-dihydro-2H-pyridine-1-carboxylate C(=O)C1=C(C=C(C=C1)C=1CCN(CC1)C(=O)OC(C)(C)C)C(=O)OC